FC=1C=C2C=NNC2=CC1F 5,6-difluoro-1H-indazole